[Sn].C1(=CC=CC=C1)O phenol tin